[Cl-].C(CCC)C=1NC=C[N+]1C butyl-3-methylimidazolium chloride